(1r,3R,5'S,7a'R)-5'-(3,5-difluorophenyl)-3'-oxotetrahydro-3'H-spiro[cyclobutane-1,2'-pyrrolo[2,1-b]oxazol]-3-yl benzoate C(C1=CC=CC=C1)(=O)OC1CC2(C(N3[C@H](O2)CC[C@H]3C3=CC(=CC(=C3)F)F)=O)C1